ClCC(=O)NC1=C(C=CC(=C1)C)N1CCCCC1 2-chloro-N-(5-methyl-2-(piperidin-1-yl)phenyl)acetamide